tert-butyl (2-(4,4-difluorocyclohexyl)-4-(4-methyl-1H-pyrazol-1-yl)pyridin-3-yl)carbamate FC1(CCC(CC1)C1=NC=CC(=C1NC(OC(C)(C)C)=O)N1N=CC(=C1)C)F